CC(C(=O)[O-])CC1C(NCC1)=O 2-methyl-3-(2-oxopyrrolidin-3-yl)propanoate